[Si](C)(C)(C(C)(C)C)OCCCOC1=C(C(=NC=C1)C(=C)C)[N+](=O)[O-] 4-(3-((tert-butyldimethylsilyl)oxy)propoxy)-3-nitro-2-(prop-1-en-2-yl)pyridine